CC1=C(C=C(C=N1)N1N=C(C=CC1=O)C(=O)OC)C=1N(N=NC1)C methyl 1-[6-methyl-5-(3-methyltriazol-4-yl)-3-pyridyl]-6-oxopyridazine-3-carboxylate